5-fluoro-2,7-dimethyl-benzo[b]thiophen FC1=CC2=C(SC(=C2)C)C(=C1)C